3-fluoro-4-pentene-1,5-sultone FC1CCS(=O)(=O)OC=C1